para-adamantyl-phenyl-bromomethane C12(CC3CC(CC(C1)C3)C2)C2=CC=C(C=C2)CBr